bromo-2-methyl-3-oxopentanoic acid methyl ester COC(C(C(CC)=O)(C)Br)=O